(2R)-2-amino-1-[2-(1,3-benzothiazole-6-sulfonyl)-2H,4H,5H,6H-pyrrolo[3,4-c]pyrazol-5-yl]-2-(2-chlorophenyl)ethan-1-one N[C@@H](C(=O)N1CC2=NN(C=C2C1)S(=O)(=O)C1=CC2=C(N=CS2)C=C1)C1=C(C=CC=C1)Cl